N-{[5-chloro-6-(6-fluoro-5-methoxy-2-pyridyl)-2-indolyl]methyl}trifluoromethoxyacetamide ClC=1C=C2C=C(NC2=CC1C1=NC(=C(C=C1)OC)F)CNC(COC(F)(F)F)=O